4-(6-cyclopropylpyridin-3-yl)-2-(2-methyl-2H-indazol-5-yl)-3-oxo-5-(3,3,3-trifluoropropyl)-3,5-dihydro-2H-pyrrolo[3,2-c]pyridazine-7-carbonitrile C1(CC1)C1=CC=C(C=N1)C1=C2C(=NN(C1=O)C1=CC3=CN(N=C3C=C1)C)C(=CN2CCC(F)(F)F)C#N